4-(2-(3-chloro-4-cyanophenyl)-3-methyl-2,8-diazaspiro[4.5]dec-8-yl)benzoic acid ClC=1C=C(C=CC1C#N)N1CC2(CC1C)CCN(CC2)C2=CC=C(C(=O)O)C=C2